FC1=CC=CN2C=CC(=C12)C(=O)N 8-fluoroindolizine-1-carboxamide